chloro-5'-[4-fluoro-2-(1H-tetrazol-5-yl)phenoxy]-1'H-spiro[cyclopentane-1,4'-quinazoline]-2'(3'H)-one ClN1C(NC2(C3=C(C=CC=C13)OC1=C(C=C(C=C1)F)C1=NN=NN1)CCCC2)=O